(E)-N-(4-(3-chloro-4-fluorophenyl)-5-methylthiazol-2-yl)-5-((2-hydroxy-3-methoxybenzylidene)amino)-3-methylpyridine-2-sulfonamide ClC=1C=C(C=CC1F)C=1N=C(SC1C)NS(=O)(=O)C1=NC=C(C=C1C)/N=C/C1=C(C(=CC=C1)OC)O